vinyl-tris(n-hexoxy)silane C(=C)[Si](OCCCCCC)(OCCCCCC)OCCCCCC